(R)-N1-(4-amino-1H-pyrazolo[4,3-c]pyridin-7-yl)-N2-(2-methylbutyl)-N2-((5-(trifluoromethyl)pyridin-2-yl)methyl)oxalamide NC1=NC=C(C2=C1C=NN2)NC(C(=O)N(CC2=NC=C(C=C2)C(F)(F)F)C[C@@H](CC)C)=O